phosphaethene P=C